[Li].CC1(N(C(CCC1)(C)C)[Mg]Cl)C 2,2,6,6-tetramethylpiperidinylmagnesium chloride lithium